N1=CC=CC2=CC=CC(=C12)[O-].N1=CC=CC2=CC=CC(=C12)[O-].[Mn+2] manganese bis(8-quinolinolate)